ClC1=C(C=C(C=C1N1[C@H](CN(CC1)CC1(COC1)O)C)C#N)NC1=NC=2N(C(=N1)NC1CC1)N=CC2C#N (S)-2-((2-chloro-5-cyano-3-(4-((3-hydroxyoxetan-3-yl)methyl)-2-methylpiperazin-1-yl)phenyl)amino)-4-(cyclopropylamino)pyrazolo[1,5-a][1,3,5]triazine-8-carbonitrile